sulfopropyl methacrylate potassium Salt [K+].C(C(=C)C)(=O)OCCCS(=O)(=O)[O-]